8-Bromo-1-(4-(methoxy-d3)benzyl)-2-oxo-2,3-dihydro-1H-benzo[b]azepine-4-carboxylic acid BrC=1C=CC2=C(N(C(CC(=C2)C(=O)O)=O)CC2=CC=C(C=C2)OC([2H])([2H])[2H])C1